Methyl (2S)-2-(isopropylamino)propanoate hydrochloride Cl.C(C)(C)N[C@H](C(=O)OC)C